FC=1C=C(C=CC1)/C(=C(/C=1C=C2C=NNC2=CC1)\C1=CC=C(C=C1)/C=C/C(=O)O)/CC (E)-3-(4-((E)-2-(3-fluorophenyl)-1-(1H-indazol-5-yl)but-1-en-1-yl)phenyl)acrylic acid